FC=1C=C2C(C(=CN(C2=CC1N1[C@H](CCC1)CO)C1=CC=C(C=C1)OCC1=CC=C(C=C1)OC)C(=O)OCC)=O ethyl (R)-6-fluoro-7-(2-(hydroxymethyl)pyrrolidin-1-yl)-1-(4-((4-methoxybenzyl)oxy)phenyl)-4-oxo-1,4-dihydroquinoline-3-carboxylate